(2R)-1-tert-butoxycarbonylazepane-2-carboxylic acid C(C)(C)(C)OC(=O)N1[C@H](CCCCC1)C(=O)O